9,9'-(5-(4,6-diphenylpyrimidin-2-yl)-1,3-phenylene)bis(3,6-bis(dibenzo[b,d]thiophen-4-yl)-9H-carbazole) C1(=CC=CC=C1)C1=NC(=NC(=C1)C1=CC=CC=C1)C=1C=C(C=C(C1)N1C2=CC=C(C=C2C=2C=C(C=CC12)C1=CC=CC2=C1SC1=C2C=CC=C1)C1=CC=CC2=C1SC1=C2C=CC=C1)N1C2=CC=C(C=C2C=2C=C(C=CC12)C1=CC=CC2=C1SC1=C2C=CC=C1)C1=CC=CC2=C1SC1=C2C=CC=C1